ClC=1C=C(C=CC1)CNC(=O)[C@H]1[C@@H]2CN([C@H](C1)C2)C(=O)C2=NNC(=C2)C2=CC(=NC=C2F)OC (1s,4r,5r)-N-[(3-chlorophenyl)methyl]-2-[5-(5-fluoro-2-methoxypyridin-4-yl)-1H-pyrazole-3-carbonyl]-2-azabicyclo[2.2.1]heptane-5-carboxamide